rac-N-methyl-N-((3R,5S)-5-((6-(1-methyl-1H-pyrazol-4-yl)pyrazolo[1,5-a]pyrazin-4-yl)oxy)tetrahydro-2H-pyran-3-yl)acrylamide CN(C(C=C)=O)[C@H]1COC[C@H](C1)OC=1C=2N(C=C(N1)C=1C=NN(C1)C)N=CC2 |r|